OC1=C(C(=O)O)C=C(C(=C1)O)C(F)(F)F 2,4-Dihydroxy-5-(trifluoromethyl)benzoic acid